CS(=O)(=O)OCCCC#CC1=C2CN(C(C2=CC=C1)=O)C1C(NC(CC1)=O)=O 5-(2-(2,6-dioxopiperidin-3-yl)-1-Oxoisoindoline-4-yl)pent-4-yn-1-yl methanesulfonate